2-Deuterio-5-[(4R,7S,8aS)-4-methyl-7-(4,5,6,7-tetrahydropyrazolo[3,4-c]pyridin-1-yl)-3,4,6,7,8,8a-hexahydro-1H-pyrrolo[1,2-a]pyrazin-2-yl]quinoline-8-carbonitrile [2H]C1=NC2=C(C=CC(=C2C=C1)N1C[C@H]2N([C@@H](C1)C)C[C@H](C2)N2N=CC1=C2CNCC1)C#N